3-propyl-1-undecanal C(CC)C(CC=O)CCCCCCCC